C1CC(CCC1N)NC(=O)OCC2=CC=CC=C2 N-CBZ-trans-1,4-cyclohexanediamine